NC=1C=C(C=2N(C1)C=C(N2)C(=O)OCC)F ethyl 6-amino-8-fluoro-imidazo[1,2-a]pyridine-2-carboxylate